((6-methoxypyridine-3-yl)methyl)-3-(5-(tributylstannyl)pyrazin-2-yl)-3,6-diazabicyclo[3.1.1]heptane COC1=CC=C(C=N1)CC12CN(CC(N1)C2)C2=NC=C(N=C2)[Sn](CCCC)(CCCC)CCCC